3-(5-chloro-7-methoxy-1-oxoisoindolin-2-yl)piperidine-2,6-dione ClC=1C=C2CN(C(C2=C(C1)OC)=O)C1C(NC(CC1)=O)=O